NC1=NC=NC2=C(C=CC=C12)C(=O)NC1=C2C=CN=C(C2=CC=C1C)NC1=C(C=C(C=C1)F)F 4-amino-N-(1-((2,4-difluorophenyl)amino)-6-methylisoquinolin-5-yl)quinazoline-8-carboxamide